COC(=O)C1=CC2=C(N(C(=N2)C2=CC=3C(=NC=CC3)N2CCCCC=C)CC2=CC(=CC=C2)C=C)C(=C1)OC 2-(1-(hex-5-en-1-yl)-1H-pyrrolo[2,3-b]pyridin-2-yl)-7-methoxy-1-(3-vinylbenzyl)-1H-benzo[d]imidazole-5-carboxylic acid methyl ester